N-[5-[[2-bromo-6-chloro-4-[1,2,2,3,3,3-hexafluoro-1-(tri-fluoromethyl)propyl]phenyl]carbamoyl]-2-cyano-phenyl]-4-cyano-2-methyl-benzamide BrC1=C(C(=CC(=C1)C(C(C(F)(F)F)(F)F)(C(F)(F)F)F)Cl)NC(=O)C=1C=CC(=C(C1)NC(C1=C(C=C(C=C1)C#N)C)=O)C#N